C12(CC(C1)C2)NC([C@@H](CCCC)NS(=O)(=O)C2=C(C=C(C(=C2)OC)Br)Br)=O (R)-N-(bicyclo[1.1.1]pentan-1-yl)-2-((2,4-dibromo-5-methoxyphenyl)sulfonamido)hexanamide